7-methoxy-2-[2-(7-methylimidazo[1,2-a]pyridin-6-yl)cyclopropyl][1,2,4]triazolo[1,5-c]quinazolin-5-amine COC1=CC=CC=2C=3N(C(=NC12)N)N=C(N3)C3C(C3)C=3C(=CC=1N(C3)C=CN1)C